CC=1C=C(CN2C(C3=C(C=4C=CC=NC24)CCN(C3)C(=O)OC(C)(C)C)=O)C=CC1 tert-butyl 6-(3-methylbenzyl)-5-oxo-1,4,5,6-tetrahydropyrido[3,4-c][1,8]naphthyridine-3(2H)-carboxylate